NNC([C@@H](N)CCC(=O)O)=O glutamic acid Aminoamide